(3R)-3-amino-1-methyl-pyrrolidin-2-one 4-methylbenzenesulfonic acid salt CC1=CC=C(C=C1)S(=O)(=O)O.N[C@H]1C(N(CC1)C)=O